C(C)C1(C=2C(NC=3C(C(CC(C13)=O)(C)C)F)=NNC2)C2=CC(=CC=C2)C(F)(F)F 4-ethyl-8-fluoro-7,7-dimethyl-4-(3-(trifluoromethyl)phenyl)-2,4,6,7,8,9-hexahydro-5H-pyrazolo[3,4-b]quinolin-5-one